5-benzyl-1H-1,2,4-triazole-3-carboxylic acid ethyl ester C(C)OC(=O)C1=NNC(=N1)CC1=CC=CC=C1